C(#N)C1=C(C=CC(=C1)F)N(C(CN1C(C2=CC=CC=C2C1=O)=O)=O)C N-(2-cyano-4-fluorophenyl)-2-(1,3-dioxoisoindolin-2-yl)-N-methyl-acetamide